C(C1=CC=CC=C1)N1N=CC(=C1C#N)C=1N(N=CC1Br)C 1'-benzyl-4-bromo-2-methyl-1'H,2H-[3,4'-bipyrazole]-5'-carbonitrile